(S)-3-((3,5-dimethoxyphenyl)ethynyl)-5-(ethylamino)-1-(pyrrolidin-3-yl)-1H-pyrazole-4-carboxamide COC=1C=C(C=C(C1)OC)C#CC1=NN(C(=C1C(=O)N)NCC)[C@@H]1CNCC1